Cl.NC\C=C(\CN1N=NC2=C1C=C(C=C2C2=CC(=CC=C2)S(NC2CC2)(=O)=O)C(=O)OC)/F Methyl (Z)-1-(4-amino-2-fluorobut-2-en-1-yl)-4-(3-(N-cyclopropylsulfamoyl)phenyl)-1H-benzo[d][1,2,3]triazol-6-carboxylate Hydrochloride